CC1(CC1)NC(O[C@H]1C[C@H](CC1)C=1C=NC(=NC1)NC1=CC=C(C=C1)S(=O)(=NC(=O)OC(C)(C)C)C1CC1)=O |r| rac-(1R,3S)-3-(2-((4-(N-(tert-butoxycarbonyl)cyclopropanesulfonimidoyl)phenyl)amino)pyrimidin-5-yl)cyclopentyl (1-methylcyclopropyl)carbamate